CC1(NCCC(C1)C1=CC=C(NC2C(NC(CC2)=O)=O)C=C1)C 3-[4-(2,2-dimethyl-4-piperidyl)anilino]piperidine-2,6-dione